CYANOPYRROLIDINE C1CCN(C1)C#N